N-(1-methyl-1H-tetrazol-5-yl)-2-((1-methyl-1H-tetrazol-5-yl)methoxy)-6-(trifluoromethyl)pyridine-3-carbothioamide CN1N=NN=C1NC(=S)C=1C(=NC(=CC1)C(F)(F)F)OCC1=NN=NN1C